OCCOC1=C(C=C(C=C1)C1(C2=C(C=CC=C2C=2C=CC=C(C12)C1=CC=CC=C1)C1=CC=CC=C1)C1=CC(=C(C=C1)OCCO)C1=CC=CC=C1)C1=CC=CC=C1 9,9-bis[4-(2-hydroxyethoxy)-3-phenylphenyl]-1,8-diphenylfluorene